O=C1N(C=CC(N1)=O)CCC(=O)O[C@H]1[C@H](NC[C@@H]1O)CC1=CC=C(C=C1)OC (2R,3S,4S)-4-hydroxy-2-[(4-methoxyphenyl)methyl]pyrrolidin-3-yl 3-(2,4-dioxo-3H-pyrimidin-1-yl)propanoate